NC=1N=NC(=CC1C#CC1CCC2(CC(C2)N2CCC3(CC2)COC2=CC=4CN(C(C4C=C23)=O)C2C(NC(CC2)=O)=O)CC1)C1=C(C=CC=C1)O 3-(1'-(7-((3-amino-6-(2-hydroxyphenyl)pyridazin-4-yl)ethynyl)spiro[3.5]nonan-2-yl)-5-oxo-5,7-dihydro-2H,6H-spiro[furo[2,3-f]isoindole-3,4'-piperidin]-6-yl)piperidine-2,6-dione